[Sn].[Tm] thulium tin